FC1=NN(C2=CC=CC(=C12)CCCC(C(=O)O)CC(F)(F)F)C1OCCCC1 5-(3-fluoro-1-(tetrahydro-2H-pyran-2-yl)-1H-indazol-4-yl)-2-(2,2,2-trifluoroethyl)pentanoic acid